[Br-].CN(CC[C@]([C@H](C1=CC=CC=C1)C=1C(=NC2=CC=C(C=C2C1)CCCCOC(CCCCC[P+](C1=CC=CC=C1)(C1=CC=CC=C1)C1=CC=CC=C1)=O)OC)(C1=CC=CC2=CC=CC=C12)O)C [6-[4-[3-[(1r,2s)-4-(dimethylamino)-2-hydroxy-2-(1-naphthyl)-1-phenyl-butyl]-2-methoxy-6-quinolinyl]butoxy]-6-oxo-hexyl]-triphenyl-phosphonium bromide